7-[(4-chloro-5-fluoro-1H-indol-2-yl)carbonyl]-2,7-diazaspiro[4.4]nonan-3-one ClC1=C2C=C(NC2=CC=C1F)C(=O)N1CC2(CC(NC2)=O)CC1